C(C1=CC=CC=C1)N([C@@H]1[C@H](C(N(CC1)C1=CC=C2C(=NN(C2=C1)C)C=1C(=NC(=CC1)OCC1=CC=CC=C1)OCC1=CC=CC=C1)=O)C)C |o1:8,9| rel-(3R,4S)-4-(benzyl(methyl)amino)-1-(3-(2,6-bis(benzyloxy)pyridin-3-yl)-1-methyl-1H-indazol-6-yl)-3-methylpiperidin-2-one